C(C)(C)(C)C(C1=CC=CC=C1)(O)C(C)(C)C bistert-Butyl-HydroxyToluene